C(C)N([C@H]1CN(CC1)[C@H](C(=O)O)C1=C(C(=CC(=C1)C(C)C)F)OC)CCCCCC1=NC=2NCCCC2C=C1 (S)-2-((R)-3-(ethyl(5-(5,6,7,8-tetrahydro-1,8-naphthyridin-2-yl)pentyl)amino)pyrrolidin-1-yl)-2-(3-fluoro-5-isopropyl-2-methoxyphenyl)acetic acid